ClC1=C(C=CC=C1)C=1N(C2=NC(=NC(=C2N1)N1CCC(CC1)(C(=O)N)C)N1CCS(CC1)(=O)=O)C1=CC=C(C=C1)Cl [8-(2-chlorophenyl)-9-(4-chlorophenyl)-2-(1,1-dioxo-1,4-thiazinan-4-yl)purin-6-yl]-4-methyl-piperidine-4-carboxamide